O=C1NC(CCC1N1C(C2=CC=CC(=C2C1=O)N1CCN(CC1)C(CC(=O)O)=O)=O)=O 3-{4-[2-(2,6-dioxopiperidin-3-yl)-1,3-dioxo-2,3-dihydro-1H-isoindol-4-yl]piperazin-1-yl}-3-oxopropanoic acid